(E)-3-((4-methoxyphenyl)sulfonyl)-1-phenylprop-2-en-1-one COC1=CC=C(C=C1)S(=O)(=O)/C=C/C(=O)C1=CC=CC=C1